tert-butyl (2S)-4-(7-(5-chloro-6-methyl-1H-indazol-4-yl)-2-(methyl sulfinyl)-6,7-dihydro-5H-pyrano[2,3-d]pyrimidin-4-yl)-2-(cyanomethyl)piperazine-1-carboxylate ClC=1C(=C2C=NNC2=CC1C)C1CCC2=C(N=C(N=C2N2C[C@@H](N(CC2)C(=O)OC(C)(C)C)CC#N)S(=O)C)O1